N[C@@H]1CN(CC[C@H]1F)C1=NC=2C(=NC=C(C2)C(F)(F)F)N1CC1=NC=C(C#N)C=C1 6-((2-((3r,4r)-3-amino-4-fluoropiperidin-1-yl)-6-(trifluoromethyl)-3H-imidazo[4,5-b]pyridin-3-yl)methyl)nicotinonitrile